C(C)OC(CCC(=O)C1=NC(=CC=C1O)CC1=C(C=CC=C1C)C)=O 4-[6-(2,6-Dimethyl-benzyl)-3-hydroxy-pyridin-2-yl]-4-oxo-butyric acid ethyl ester